ClC=1C=CC(=C(C1)O)C1=C(C=C2C(=N1)N=C(O2)S)Cl 5-chloro-2-(6-chloro-2-mercaptooxazolo[4,5-b]pyridin-5-yl)phenol